C1(CC1)N1C=NC2=C1C(=C(C=C2)F)F 1-cyclopropyl-6,7-difluoro-1H-benzo[d]imidazole